BrC=1C=C(C=CC1)CC(C)(O)C 1-(3-Bromophenyl)-2-methylpropan-2-ol